FC(OC1=C(C=CC(=C1)N)C1=C(C=C(C=C1)N)OC(F)(F)F)(F)F 2,2'-bis-trifluoromethoxy-biphenyl-4,4'-diamine